C1=CC=CC=2C3=CC=CC=C3C(C12)COC(N(CC1CN(C1)C(C1=C(C=CC(=C1)CC1=NNC(C2=CC=CC=C12)=O)F)=O)C1CC1)=O (9H-fluorene-9-yl)methylcyclopropyl([1-(2-fluoro-5-[(4-oxo-3,4-dihydrophthalazin-1-yl)methyl]benzoyl)azetidine-3-yl]methyl)carbamate